[2-(2,4,6-triisopropyl-3-(4-methoxyphenyl)phenyl)-6-mono(2,4,6-triisopropylphenyl)phenyl]-dicyclohexylphosphine C(C)(C)C1=C(C(=CC(=C1C1=CC=C(C=C1)OC)C(C)C)C(C)C)C1=C(C(=CC=C1)C1=C(C=C(C=C1C(C)C)C(C)C)C(C)C)P(C1CCCCC1)C1CCCCC1